3-iodobenzyl-5'-N-methylcarboxamidoadenosine CNC(=O)[C@@H]1[C@H]([C@H]([C@@H](O1)N2C=NC3=C(N=CN=C32)NCC4=CC(=CC=C4)I)O)O